FS(=O)(=O)F difluoro sulfone